1,1,1,3,4,4,4-heptafluoro-3-(trifluoromethyl)-butan-2-one FC(C(C(C(F)(F)F)(C(F)(F)F)F)=O)(F)F